2-[4-(1-methyl-4-pyridazin-4-yl-1H-pyrazol-3-yl)-phenoxymethyl]-quinoline CN1N=C(C(=C1)C1=CN=NC=C1)C1=CC=C(OCC2=NC3=CC=CC=C3C=C2)C=C1